(2S)-2-[(tert-Butoxycarbonyl)amino]-4-(prop-2-en-1-yloxy)butanoic acid C(C)(C)(C)OC(=O)N[C@H](C(=O)O)CCOCC=C